2-(3-fluoro-5-isopropyl-2-methoxyphenyl)-2-((R)-3-((3-methoxy-3-methylbutyl)(5-(5,6,7,8-tetrahydro-1,8-naphthyridin-2-yl)pentyl)amino)pyrrolidin-1-yl)acetic acid FC=1C(=C(C=C(C1)C(C)C)C(C(=O)O)N1C[C@@H](CC1)N(CCCCCC1=NC=2NCCCC2C=C1)CCC(C)(C)OC)OC